(R)-9-(2-(3-(2-(2H-tetrazol-5-yl)ethyl)-3-aminopyrrolidin-1-yl)-6-bromo-4-chlorobenzyl)-9H-purin-6-amine N=1NN=NC1CC[C@@]1(CN(CC1)C1=C(CN2C3=NC=NC(=C3N=C2)N)C(=CC(=C1)Cl)Br)N